C1(=CC=CC=C1)C(C1=CC=C(C=C1)O)C1=CC=C(C=C1)O 4,4'-(phenylmethylene)diphenol